C1(=CC=C(C=C1)C)OP(=O)(O)O.C(C)(C)(C)N1CC(C1)(OCC#N)C 1-tert-butyl-3-methyl-3-(cyanomethoxy)azetidine monocresyl-phosphate